N12C[C@H](C(CC1)CC2)NC2=C(C(NC1=CC=C(C=C21)Cl)=O)C2=NC1=C(N2)C=CC=C1 4-[((3S)-1-azabicyclo[2.2.2]oct-3-yl)amino]-3-(1H-benzimidazol-2-yl)-6-chloroquinolin-2(1H)-one